6-(perfluorophenyl)-4-(prop-2-yn-1-yl)-2H-benzo[b][1,4]oxazin FC1=C(C(=C(C(=C1F)F)F)F)C1=CC2=C(OCCN2CC#C)C=C1